2-chloro-4,6-difluorobenzo[d]oxazole ClC=1OC2=C(N1)C(=CC(=C2)F)F